2,3-dihydroxyphenyl methyl ketone CC(=O)C1=C(C(=CC=C1)O)O